CC(C)(C)S(=O)/N=C/C1CCOCC1 (E)-2-methyl-N-((tetrahydro-2H-pyran-4-yl)methylene)propane-2-sulfinamide